1-(tert-Butyl)-3-(2-(isopropylsulfonyl)phenyl)-5-methyl-pyrazol-4-ol C(C)(C)(C)N1N=C(C(=C1C)O)C1=C(C=CC=C1)S(=O)(=O)C(C)C